C1(CC1)C1=CC(=C(C=O)C=C1OC)OC 4-cyclopropyl-2,5-dimethoxybenzaldehyde